1-(6-hexyl-4-phenylquinolin-2-yl)pyrrolidine-2-carboxylic acid C(CCCCC)C=1C=C2C(=CC(=NC2=CC1)N1C(CCC1)C(=O)O)C1=CC=CC=C1